3-(piperidin-1-ylmethyl)benzene N1(CCCCC1)CC=1C=CC=CC1